F[C@H]1CN(CC[C@]1(O)C)C=1N=NC=C(N1)NC=1N=CC2=C(C=CC(=C2C1)C(C)C)N1[C@@H]([C@H](C1)CS(=O)(=O)C)C (3S,4R)-3-fluoro-1-[5-({8-[(2R,3S)-3-(methanesulfonylmeth-yl)-2-methylazetidin-1-yl]-5-(propan-2-yl)isoquinolin-3-yl}amino)-1,2,4-triazin-3-yl]-4-methylpiperidin-4-ol